C1(=CC=CC=C1)N(C(=O)N1[C@@H]([C@H]2CC[C@@H](C1)N2C(NC2=CC=CC=C2)=O)C(=O)O)C2=CC=CC=C2 (1R,2S,5S)-3-(diphenylcarbamoyl)-8-(phenylcarbamoyl)-3,8-diazabicyclo[3.2.1]octane-2-carboxylic acid